COC=1C=C(C=CC1C)C1(CCC(CC1)N1C(NC2=C(C1)C(=CN=C2)C)=O)C(=O)N (3-Methoxy-4-methylphenyl)-4-(5-methyl-2-oxo-1,2-dihydropyrido[3,4-d]pyrimidin-3(4H)-yl)cyclohexanecarboxamide